4-(t-butyldimethylsilyloxy)benzene [Si](C)(C)(C(C)(C)C)OC1=CC=CC=C1